Stearyl-sulfat C(CCCCCCCCCCCCCCCCC)OS(=O)(=O)[O-]